C(C)(C)(C)N(C(=O)OC=1C=CC=C2C1C=C(O2)C2=CC=C(C=C2)F)C2=NC(=C(C(=C2)I)Cl)Cl 2-(4-fluorophenyl)benzofuran-4-ol Tert-Butyl-(5,6-dichloro-4-iodopyridin-2-yl)carbamate